2-(4-iodophenyl)-N-(4-methyl-3-(5-methyl-4H-1,2,4-triazol-3-yl)thiophen-2-yl)acetamide IC1=CC=C(C=C1)CC(=O)NC=1SC=C(C1C1=NN=C(N1)C)C